C1(O)=C(O)C(=CC=C1)CCC=O catechol-propionaldehyde